N-acetyl-d3-L-threonine-2,3-d2 C(C([2H])([2H])[2H])(=O)N[C@@]([C@](O)(C)[2H])(C(=O)O)[2H]